1-[2-fluoro-5-(hydroxymethyl)phenyl]-6-oxo-pyridazine-3-carboxamide FC1=C(C=C(C=C1)CO)N1N=C(C=CC1=O)C(=O)N